C1(=CC=CC=C1)C(C(C(=O)OCC)=O)=O 1-phenyl-3-ethoxypropanetrione